BrC=1C=C(C=C(C1)OC(F)(F)F)NC(=O)NC1=C(C(=CC=C1)Cl)CO 1-(3-bromo-5-trifluoromethoxyphenyl)-3-(3-chloro-2-hydroxymethylphenyl)urea